2-(N-methylacetamido)-N-(5-nitrothiazol-2-yl)benzamide CN(C(C)=O)C1=C(C(=O)NC=2SC(=CN2)[N+](=O)[O-])C=CC=C1